N-benzyl-1-cyclobutyl-5-oxopyrrolidine-3-carboxamide C(C1=CC=CC=C1)NC(=O)C1CN(C(C1)=O)C1CCC1